2-((Decanoyloxy)methyl)-2-((2-(N-(3-(dimethylamino)propyl)sulfamoyl)ethyl)amino)propane-1,3-diyl bis(decanoate) C(CCCCCCCCC)(=O)OCC(COC(CCCCCCCCC)=O)(NCCS(NCCCN(C)C)(=O)=O)COC(CCCCCCCCC)=O